3,7,11-trimethyldodecene-3-ol CC(C=C)(CCCC(CCCC(C)C)C)O